C(C)NC(C(C(C)C)(C(C)C)CC)=O N,2-diethyl-2-(isopropyl)-3-methylbutanamide